4-isocyanatomethyl-2,6-xylylene diisocyanate N(=C=O)CC1=CC(=CC(=C1)CN=C=O)CN=C=O